FC1=CC=C(C=C1)C1=NN(C(=N1)CC1=CC(=NC=C1)C(F)(F)F)CCC 4-[[3-(4-fluorophenyl)-1-propyl-1H-1,2,4-triazol-5-yl]methyl]-2-(trifluoromethyl)pyridine